FC1=CC(=C(OC2=C(C=NC(=C2)C(F)(F)F)C(=O)NC2=CC=NC=C2)C=C1)OC 4-(4-fluoro-2-methoxy-phenoxy)-N-(4-pyridyl)-6-(trifluoromethyl)pyridine-3-carboxamide